ClC=1C=C(C=CC1Cl)N(C(=O)N)C (3,4-dichlorophenyl)-1-methylurea